C(C)N(C=1C=C2OC3=CC(C4=C(C3=NC2=CC1)C=CC=C4)=O)CC 9-diethylamino-5-benzo[a]-phenoxazinone